C(C)[C@@]1(C(N([C@H]1C1=C(C=C(C(=C1)F)N1CCC(CC1)CN1CCNCC1)OC)C1=C(C(=CC=C1)F)O)=O)OC (3R,4S)-3-ethyl-1-(3-fluoro-2-hydroxyphenyl)-4-(5-fluoro-2-methoxy-4-{4-[(piperazin-1-yl)methyl]piperidin-1-yl}phenyl)-3-methoxyazetidin-2-one